ClC1=C(C=CC=C1CC)N1CCN(CC1)CC(CCNC(=O)C=1NC2=CC=CC=C2C1)F N-(4-(4-(2-chloro-3-ethylphenyl)piperazin-1-yl)-3-fluorobutyl)-1H-indole-2-carboxamide